7-oxo-2,6-diazabicyclo[3.2.0]heptane O=C1NC2CCNC12